ClC=1C=CC(=C2C(=NC(=NC12)C)CCCC(F)(F)F)OC1=NC=C(C=N1)Cl 8-chloro-5-(5-chloropyrimidin-2-yl)oxy-2-methyl-4-(4,4,4-trifluorobutyl)quinazoline